4,4'-((2,3-dipivalamido-1,4-phenylene)bis(naphthalene-8,1-diyl))bis(2,6-dimethoxy-N-((R)-1-phenylethyl)benzamide) C(C(C)(C)C)(=O)NC1=C(C=CC(=C1NC(C(C)(C)C)=O)C=1C=CC=C2C=CC=C(C12)C1=CC(=C(C(=O)N[C@H](C)C2=CC=CC=C2)C(=C1)OC)OC)C=1C=CC=C2C=CC=C(C12)C1=CC(=C(C(=O)N[C@H](C)C2=CC=CC=C2)C(=C1)OC)OC